C(C)(C)N1C(=CC(C=C1)=O)C(=O)O 1-isopropyl-4-oxo-1,4-dihydropyridine-2-carboxylic acid